Cl.NC1CC2(CC(C2)N(C2CC=3C=CC(=CC3CC2)N2C(N=C(C=C2)NC(=O)N2CCNCC2)=O)C)C1 N-(1-(6-((6-Aminospiro[3.3]Heptan-2-yl)(methyl)amino)-5,6,7,8-tetrahydronaphthalen-2-yl)-2-oxo-1,2-dihydropyrimidin-4-yl)piperazine-1-carboxamide Hydrochloride Salt